C(C)(C)C1=C(C(=CC=C1)C(C)C)N1[C-]=[N+](C=C1)C1=C(C=CC=C1C(C)C)C(C)C 1,3-Bis(2,6-diisopropylphenyl)-1H-imidazol-3-ium-2-id